tert-butyl ((5-(4-(but-3-en-1-yloxy)imidazo[2,1-f][1,2,4]triazin-2-yl)-6-methoxypyridin-3-yl)methyl)(ethyl)carbamate C(CC=C)OC1=NC(=NN2C1=NC=C2)C=2C=C(C=NC2OC)CN(C(OC(C)(C)C)=O)CC